COCCOC=1C=NC=CC1C1=C(C=2C(NCCC2N1)=O)NC1=C(C=CC=C1)OC(F)(F)F 2-[3-(2-methoxyethoxy)pyridin-4-yl]-3-{[2-(trifluoromethoxy)phenyl]amino}-1,5,6,7-tetrahydro-4H-pyrrolo[3,2-c]pyridin-4-one